OC(CCS(=O)(=O)O)(O)O trihydroxypropanesulfonic acid